FC=1C=C(C=C(C1F)OC)B(O)O 3,4-DIFLUORO-5-METHOXYBENZENEBORONIC ACID